4-(4-(diethylamino)phenethyl)-N-carboxymethyl-pyridinium chloride [Cl-].C(C)N(C1=CC=C(CCC2=CC=[N+](C=C2)CC(=O)O)C=C1)CC